N-(5-(2-(1-cyclopropylethyl)-4-(methylsulfonamido)-3-oxo-2,3-dihydro-1H-pyrrolo[3,4-c]pyridin-6-yl)-4-methylthiazol-2-yl)acetamide C1(CC1)C(C)N1C(C=2C(=NC(=CC2C1)C1=C(N=C(S1)NC(C)=O)C)NS(=O)(=O)C)=O